(4-(3-((1H-pyrrolo[2,3-b]pyridin-4-yl)ethynyl)imidazo[1,2-b]pyridazin-6-yl)phenyl)(morpholino)methanone N1C=CC=2C1=NC=CC2C#CC2=CN=C1N2N=C(C=C1)C1=CC=C(C=C1)C(=O)N1CCOCC1